BrN1C=CC=2C(N(C=C(C21)C(=O)N)C2(CC2)C)=O bromo-N5-(1-methylcyclopropyl)-4-oxo-4,5-dihydro-1H-pyrrolo[3,2-c]pyridine-7-carboxamide